(1'S,2'R,3'S)-1'-((4-nitrophenyl)sulfonamido)-5'-phenyl-1',2',3',4'-tetrahydro-[1,1':3',1''-terphenyl]-2'-carboxylic Acid [N+](=O)([O-])C1=CC=C(C=C1)S(=O)(=O)N[C@@]1([C@@H]([C@H](CC(=C1)C1=CC=CC=C1)C1=CC=CC=C1)C(=O)O)C1=CC=CC=C1